COC(C(CC1=CC=CC=C1)NC(=O)CCC(=O)O)=O 3-[(1-methoxy-1-oxo-3-phenylpropan-2-yl)carbamoyl]propionic acid